ClC=1C=NN2C1C(=CC(=C2)C=2N=NN(C2C)C2CCN(CC2)C2COC2)OCC(=O)C2=NC=C(C=C2)F 2-[3-chloro-6-[5-methyl-1-[1-(oxetan-3-yl)-4-piperidyl]triazol-4-yl]pyrazolo[1,5-a]pyridin-4-yl]oxy-1-(5-fluoro-2-pyridyl)ethanone